5-chloro-6-(2-(oxetan-3-yl)-2H-tetrazol-5-yl)pyridin-3-amine ClC=1C=C(C=NC1C=1N=NN(N1)C1COC1)N